N[C@H](CC1=C(C2=C(N=C(N=C2NCC=2C=NC=CC2)Cl)N1C)F)C 6-[(2S)-2-aminopropyl]-2-chloro-5-fluoro-7-methyl-N-[(pyridin-3-yl)methyl]-7H-pyrrolo[2,3-d]pyrimidin-4-amine